NC1=NC=CC=C1C1=NC=2C(=NC(=CC2)C2=CC=CC=C2)N1C=1C=CC(=NC1C)NC1CCC(CC1)C(=O)OC methyl (1r,4r)-4-((5-(2-(2-aminopyridin-3-yl)-5-phenyl-3H-imidazo[4,5-b]pyridin-3-yl)-6-methylpyridin-2-yl)amino)cyclohexane-1-carboxylate